NC(C[C@@H](C#C)NC(=O)[C@H]1N(CCCCC1)C(=O)C1(CC1)C1=CC=C(C=C1)OC(F)(F)F)=O (2S)-N-[(1S)-1-(2-Amino-2-oxo-ethyl)prop-2-ynyl]-1-[1-[4-(trifluoromethoxy)phenyl]cyclopropanecarbonyl]azepane-2-carboxamide